3-[2-(2-chloro-6-fluorophenyl)ethyl]-4-(4-fluorobenzyl)-1,2,4-oxadiazol ClC1=C(C(=CC=C1)F)CCC1=NOCN1CC1=CC=C(C=C1)F